Diisopropyl-cinnamic acid ethyl ester C(C)OC(C(=C(C1=CC=CC=C1)C(C)C)C(C)C)=O